C(CCC)(C1=C(C(=CC=C1CC)C(C)(C)C)O)C1=C(C(=CC=C1CC)C(C)(C)C)O butylidenebis(3-ethyl-6-t-butylphenol)